(S)-4-(4-((R)-3-(tert-butoxy)-2-((tert-butyldimethylsilyl)oxy)-3-oxo-propoxy)phenyl)-2-(methylsulfanyl)-4,5-dihydro-1H-imidazole-1-carboxylic acid tert-butyl ester C(C)(C)(C)OC(=O)N1C(=N[C@H](C1)C1=CC=C(C=C1)OC[C@H](C(=O)OC(C)(C)C)O[Si](C)(C)C(C)(C)C)SC